BrC=1C(=C(CNCC2=C(C=C(C=C2)OCC2=CC=C(C=C2)OC)O)C=CC1)F 2-(((3-bromo-2-fluorobenzyl)amino)methyl)-5-((4-methoxybenzyl)oxy)phenol